(3R)-3-{[10-cyclopropyl-2-(1-methyl-1H-pyrazol-4-yl)[1,2,4]triazolo[1,5-c]quinazolin-5-yl]amino}azepan-2-one methyl-4-[4-benzyloxy-1-(4-fluorophenyl)-2-(3-piperidyl)indol-3-yl]benzoate COC(C1=CC=C(C=C1)C1=C(N(C2=CC=CC(=C12)OCC1=CC=CC=C1)C1=CC=C(C=C1)F)C1CNCCC1)=O.C1(CC1)C=1C=2C=3N(C(=NC2C=CC1)N[C@H]1C(NCCCC1)=O)N=C(N3)C=3C=NN(C3)C